(trans)-2-Aminocyclopentan-1-ol N[C@H]1[C@@H](CCC1)O